N-(2-(5,6-difluoro-1H-indol-3-yl)ethyl)acetamide FC=1C=C2C(=CNC2=CC1F)CCNC(C)=O